COC1=CC=C(C=C1)CN(C(OC(C)(C)C)=O)[C@@H]1CC[C@H](CC1)N1C(C(CC1)(F)F)=O tert-butyl N-[(4-methoxyphenyl)methyl]-N-[(trans)-4-(3,3-difluoro-2-oxopyrrolidin-1-yl)cyclohexyl]carbamate